(R)-2,2,2-trifluoro-N-(1-phenyl-2-(quinolin-2-yl)-ethyl)acetamide methyl-6-amino-3-(3-((tert-butoxycarbonyl)amino)-2-chloro-6-fluorophenoxy)-2-fluorobenzoate COC(C1=C(C(=CC=C1N)OC1=C(C(=CC=C1F)NC(=O)OC(C)(C)C)Cl)F)=O.FC(C(=O)N[C@H](CC1=NC2=CC=CC=C2C=C1)C1=CC=CC=C1)(F)F